FC1=C(C=C(C(=C1)C)F)CC=1C=2N(C=C(N1)C1=NC(=C(C(=N1)O)F)O)C=CN2 2-{8-[(2,5-difluoro-4-methylphenyl)methyl]imidazo[1,2-a]pyrazin-6-yl}-5-fluoropyrimidine-4,6-diol